FC(C1=NN=C(O1)C1=CC=C(CN2C(N(C=3C2=NC=CC3)C3CCNCC3)=O)C=C1)F 3-(4-(5-(difluoromethyl)-1,3,4-oxadiazole-2-yl)benzyl)-1-(piperidine-4-yl)-1,3-dihydro-2H-imidazo[4,5-b]pyridine-2-one